O=C1NN=C(C=C1C(=O)O)C1=CC=C(C=C1)OC(F)(F)F 3-oxo-6-[4-(trifluoromethoxy)phenyl]-2,3-dihydropyridazine-4-carboxylic acid